NC1=NC=2C(=CC=CC2C=2N1C=C(N2)CC2CCN(CC2)C(=O)C2=NC=C(C=C2)OC)F (4-((5-amino-7-fluoroimidazo[1,2-c]quinazolin-2-yl)-methyl)piperidin-1-yl)(5-methoxypyridin-2-yl)methanone